2-((1,3-dioxoisoindol-2-yl)methyl)thiazole-5-carboxylic acid ethyl ester C(C)OC(=O)C1=CN=C(S1)CN1C(C2=CC=CC=C2C1=O)=O